ClC=1C=C(C=C(C1)OCC(F)(F)F)C1(CC1)NC(C[C@](C)(C=1SC=C(N1)C)O)=O (R)-N-(1-(3-chloro-5-(2,2,2-trifluoroethoxy)phenyl)cyclopropyl)-3-hydroxy-3-(4-methylthiazol-2-yl)butanamide